FC=1C(=CNC1)B(O)O 4-FLUORO-PYRROL-3-YLBORONIC ACID